C(C)OC1=NC=CC=C1C1=CC(=C2C(=N1)C(=NN2C(CC)C)C)NCC=2N=CNC2 (2-ethoxy-3-pyridinyl)-N-(1H-imidazol-4-ylmethyl)-3-methyl-1-[1-methylpropyl]pyrazolo[4,3-b]pyridin-7-amine